3-(1-(2,5-difluorophenyl)but-3-yn-1-yl)-1-methylpyridin-2(1H)-one FC1=C(C=C(C=C1)F)C(CC#C)C=1C(N(C=CC1)C)=O